C1(CC1)S(=O)(=O)C1(CC1)CN1C(C2=C(CC1)C(=NN2CC(C)O)C(=O)OCC)=O Ethyl 6-((1-(cyclopropylsulfonyl)cyclopropyl)methyl)-1-(2-hydroxypropyl)-7-oxo-4,5,6,7-tetrahydro-1H-pyrazolo[3,4-c]pyridine-3-carboxylate